bi-chalcone C=1(C(=CC=CC1)C=1C(=CC=CC1)\C=C\C(=O)C1=CC=CC=C1)\C=C\C(=O)C1=CC=CC=C1